3-bromo-N-(4-chloro-2,6-dimethylphenyl)benzenesulfonamide BrC=1C=C(C=CC1)S(=O)(=O)NC1=C(C=C(C=C1C)Cl)C